F[Sb-](F)(F)(F)(F)F.CC1=CC=C(C=C1)[I+]C1=CC=C(C=C1)C bis(4-methylphenyl)iodonium hexafluoroantimonate